C(C1=CC=CC=C1)C=1C(=CNC1F)S(=O)(=O)NC1=C(C=C(C=C1)C#N)F 4-benzyl-N-(4-cyano-2-fluorophenyl)-5-fluoro-1H-pyrrole-3-sulfonamide